3-(4-hydroxy-benzoyl)benzoic acid OC1=CC=C(C(=O)C=2C=C(C(=O)O)C=CC2)C=C1